(4-((2-(2-oxa-7-azaspiro[4.4]nonan-7-yl)pyrimidin-5-yl)oxy)-3-methylphenyl)-3-methoxybicyclo[1.1.1]pentane-4-carboxamide C1OCCC12CN(CC2)C2=NC=C(C=N2)OC2=C(C=C(C=C2)C21CC(C2C(=O)N)(C1)OC)C